N[C@](C(=O)O)(CCC)C (S)-2-AMINO-2-METHYL-PENTANOIC ACID